6-bromo-N-[1-(3-pyrimidin-2-ylpyrazin-2-yl)ethyl]-8-(trifluoromethyl)quinazolin-4-amine BrC=1C=C2C(=NC=NC2=C(C1)C(F)(F)F)NC(C)C1=NC=CN=C1C1=NC=CC=N1